O=C1N(CCOCC1)CCCNC1=NC=NC=C1C#N 4-((3-(5-oxo-1,4-oxazepan-4-yl)propyl)amino)pyrimidine-5-carbonitrile